2-methylsulfanyl-acetamide CSCC(=O)N